(R)-6-(2-hydroxy-2-(3-(trifluoromethyl)phenyl)acetyl)-2-(1-(3-(2-(pyrrolidin-1-yl)pyrimidin-5-yl)phenyl)cyclopropyl)-3,5,6,7,8,9-hexahydro-4H-pyrimido[5,4-c]azepin-4-one O[C@@H](C(=O)N1CC2=C(CCC1)N=C(NC2=O)C2(CC2)C2=CC(=CC=C2)C=2C=NC(=NC2)N2CCCC2)C2=CC(=CC=C2)C(F)(F)F